N-(2-chloro-4-(2-(cyclopropanecarboxamido)pyridin-4-yl)-3-fluorobenzyl)-5-(1-methylcyclopropyl)-1,2,4-oxadiazole-3-carboxamide ClC1=C(CNC(=O)C2=NOC(=N2)C2(CC2)C)C=CC(=C1F)C1=CC(=NC=C1)NC(=O)C1CC1